4-[2-(6-{[(cyclobutylmethyl)(methyl)amino]methyl}-1-oxo-3H-isoindol-2-yl)-6-cyclopropylpyridin-4-yl]-3-(4-methyl-1,2,4-triazol-3-yl)benzonitrile C1(CCC1)CN(C)CC1=CC=C2CN(C(C2=C1)=O)C1=NC(=CC(=C1)C1=C(C=C(C#N)C=C1)C1=NN=CN1C)C1CC1